1-((1H-imidazol-1-yl)sulfonyl)-3-(bis(4-fluorophenyl)methyl)piperidine N1(C=NC=C1)S(=O)(=O)N1CC(CCC1)C(C1=CC=C(C=C1)F)C1=CC=C(C=C1)F